BrC1=CC=C(C=C1)C1=CN=NN1CC(C)(C)C 5-(4-bromophenyl)-1-(2,2-dimethylpropyl)triazole